Cl.Cl.CN([C@H](CN)C1=CSC=C1)C (S)-N1,N1-dimethyl-1-(thiophen-3-yl)ethane-1,2-diamine dihydrochloride